2-(3-bromo-4-nitrophenyl)-1,3,5-trimethylbenzene BrC=1C=C(C=CC1[N+](=O)[O-])C1=C(C=C(C=C1C)C)C